4-(6-hydroxypyridin-2-yl)piperidine OC1=CC=CC(=N1)C1CCNCC1